Br.N=C1SC2=C(N1CC(=O)C1=CC(=CC=C1)[N+](=O)[O-])CCCC2 2-(2-Imino-4,5,6,7-tetrahydrobenzo[d]thiazol-3(2H)-yl)-1-(3-nitrophenyl)ethan-1-one hydrogen bromide